Methyl 5-((3-((tert-butoxycarbonyl) amino) propyl) carbamoyl)-2-(2-(4-fluorophenyl) butyryl)-4-methylthiophene-3-carboxylate C(C)(C)(C)OC(=O)NCCCNC(=O)C1=C(C(=C(S1)C(C(CC)C1=CC=C(C=C1)F)=O)C(=O)OC)C